8-Acetyl-2-(3-azabicyclo[3.1.0]hexan-3-yl)-6-methoxy-3-methylquinazolin-4(3H)-one C(C)(=O)C=1C=C(C=C2C(N(C(=NC12)N1CC2CC2C1)C)=O)OC